(8-(methylamino)-5-(4-phenyloxazol-2-yl)-2,7-naphthyridin-3-yl)cyclopropanecarboxamide CNC=1N=CC(=C2C=C(N=CC12)C1(CC1)C(=O)N)C=1OC=C(N1)C1=CC=CC=C1